O1C(=NC2=C1C=CC=C2)NC(=O)C2CCCCCCC2 N-(1,3-benzoxazol-2-yl)-cyclooctanecarboxamide